dichlorobenzen ClC1=C(C=CC=C1)Cl